C(CCC)OC(N(CCC1=CC=C(C=C1)F)CC1CNC1)=O butyl-N-(azetidin-3-ylmethyl)-N-[2-(4-fluorophenyl)ethyl]carbamate